(2S)-2-[(5Z)-5-[[4-[(E)-3-(2-Methoxyphenyl)-3-oxoprop-1-enyl]phenyl]methylidene]-4-oxo-2-sulfanylidene-1,3-thiazolidin-3-yl]-3-phenylpropanoic acid COC1=C(C=CC=C1)C(/C=C/C1=CC=C(C=C1)\C=C/1\C(N(C(S1)=S)[C@H](C(=O)O)CC1=CC=CC=C1)=O)=O